BrC=1C=C2C(=NN(C(C2=CC1)=O)CC(=O)N[C@@H]1CC[C@H](CC1)O)CC trans-2-(6-bromo-4-ethyl-1-oxo-phthalazin-2-yl)-N-(4-hydroxycyclohexyl)acetamide